(1,4-diazabicyclo[3.2.2]nonan-4-yl)(6-((5-fluoro-4-(4-fluoro-1-isopropyl-2-methyl-1H-benzo[d]imidazol-6-yl)pyrimidin-2-yl)amino)-2-methylpyridin-3-yl)methanone N12CCN(C(CC1)CC2)C(=O)C=2C(=NC(=CC2)NC2=NC=C(C(=N2)C=2C=C(C1=C(N(C(=N1)C)C(C)C)C2)F)F)C